OC(CCC1=NN2C(C=C(C(=C2)C(=O)OCC)NC(=O)C2=NC(=CC=C2)C(F)(F)F)=C1)(C)C ethyl 2-(3-hydroxy-3-methyl-butyl)-5-[[6-(trifluoromethyl)pyridine-2-carbonyl]amino]pyrazolo[1,5-a]pyridine-6-carboxylate